1,5,7-trimethyl-3-(6-oxa-1-azaspiro[3.4]oct-1-ylcarbonyl)-1,5-dihydro-4H-pyrrolo[3,2-c]pyridin-4-one CN1C=C(C=2C(N(C=C(C21)C)C)=O)C(=O)N2CCC21COCC1